(S)-3-(5-bromothiophene-3-yl)-2-((R)-1-(tert-butoxycarbonyl)pyrrolidin-3-yl)propanoic acid BrC1=CC(=CS1)C[C@H](C(=O)O)[C@@H]1CN(CC1)C(=O)OC(C)(C)C